4-(6,7-dihydro-5H-pyrrolo[3,4-b]pyridine-6-carbonyl)phenethylcarbamic acid tert-butyl ester C(C)(C)(C)OC(NCCC1=CC=C(C=C1)C(=O)N1CC2=NC=CC=C2C1)=O